(S)-4-((1-((tert-butyldimethylsilyl)oxy)propan-2-yl)oxy)-2-isopropylpyridin-3-amine [Si](C)(C)(C(C)(C)C)OC[C@H](C)OC1=C(C(=NC=C1)C(C)C)N